3,4-dilithiofuran [Li]C1=COC=C1[Li]